O1C(OCC1)[C@H](CC(C)C)NP(OC1=CC=CC=C1)(=O)Cl Phenyl ((S)-1-(1,3-dioxolan-2-yl)-3-methylbutyl)phosphoramidochloridate